2-(morpholin-4-yl)-8-(1H-pyrazol-5-yl)-4-(1,2,3,6-tetrahydropyridin-4-yl)-1,7-naphthyridine N1(CCOCC1)C1=NC2=C(N=CC=C2C(=C1)C=1CCNCC1)C1=CC=NN1